(2-chloro-5-iodopyridin-4-yl)piperidin-3-ol ClC1=NC=C(C(=C1)N1CC(CCC1)O)I